FC1=C(C(=CC=C1)OC)C1=NC=CC2=C1CN(C2=O)C2=NC(=C(C=C2)N2CCCCC2)CNC 4-(2-fluoro-6-methoxyphenyl)-2-(6-((methylamino)methyl)-5-(piperidin-1-yl)pyridin-2-yl)-2,3-dihydro-1H-pyrrolo[3,4-c]pyridin-1-one